C1(CC1)C#C[C@]1(C2=C(NC(O1)=O)C=C(C=C2)CN2C=NC(=CC2=O)COC)C(C)(F)F (S)-4-(cyclopropylethynyl)-4-(1,1-difluoroethyl)-7-((4-(methoxymethyl)-6-oxopyrimidin-1(6H)-yl)methyl)-1,4-dihydro-2H-benzo[d][1,3]oxazin-2-one